2-dodecyl-2-pentylmalonic acid potassium salt [K+].C(CCCCCCCCCCC)C(C(=O)[O-])(C(=O)[O-])CCCCC.[K+]